(naphthalen-2-yl)pyrrolidine-3-carboxamide C1=C(C=CC2=CC=CC=C12)N1CC(CC1)C(=O)N